1-Bromo-6-fluoro-N,4-dimethoxy-N-methyl-2-naphthamide BrC1=C(C=C(C2=CC(=CC=C12)F)OC)C(=O)N(C)OC